Cl.CN(C(C1=CC=C(C=C1)C(F)(F)F)=O)C1CCNCC1 N-methyl-N-(piperidin-4-yl)-4-(trifluoromethyl)benzamide hydrochloride